C(CCCC)C=1C=C2C(C=CCO2)=C(C1)O 7-Pentyl-2H-1-benzopyran-5-ol